NC1=CC=C(OC2=CC=C(OC3=CC=C(OC4=CC=C(N)C=C4)C=C3)C=C2)C=C1 4-[4-[4-(4-aminophenoxy)phenoxy]phenoxy]aniline